FC1=C(C(=O)N([C@H]2CNCCC2)C2=NC=CC3=C2C=C(S3)C3=NN(C=C3)C)C=CC(=C1)N1N=NC=3C1=NC=CC3 2-fluoro-N-[2-(1-methylpyrazol-3-yl)thieno[3,2-c]pyridin-4-yl]-N-[(3R)-3-piperidyl]-4-(triazolo[4,5-b]pyridin-3-yl)benzamide